BrC=1C=C2C(N(C(=NN2C1)OC)CC=O)=O 2-(6-bromo-2-methoxy-4-oxopyrrolo[2,1-f][1,2,4]triazin-3(4H)-yl)acetaldehyde